BrC=1SC2=C(N1)C=CC=C2 bromo-benzothiazole